NC1=C(N=CC(=N1)N1CCC(CC1)(C)NCC1=CC=C(C=C1)C1C(NC(CC1)=O)=O)C1=C(C(=CC=C1)Cl)Cl 3-(4-(((1-(6-amino-5-(2,3-dichlorophenyl)pyrazin-2-yl)-4-methylpiperidin-4-yl)amino)methyl)phenyl)piperidine-2,6-dione